(1R,2S,4S,5R,6S)-5-methyl-3,8,9-trioxatricyclo[4.2.1.02,4]nonane C[C@H]1[C@@H]2O[C@@H]2[C@@H]2OC[C@H]1O2